methyl (S,E)-(1-((1-((7-((2,4-difluorobenzyl)oxy)-1H-indol-2-yl)methyl)-2-oxo-1,2-dihydropyridin-3-yl)amino)-7-(dimethylamino)-1,7-dioxohept-5-en-2-yl)carbamate FC1=C(COC=2C=CC=C3C=C(NC23)CN2C(C(=CC=C2)NC([C@H](CC\C=C\C(=O)N(C)C)NC(OC)=O)=O)=O)C=CC(=C1)F